N-((1-(4-(2-Fluorophenoxy)phenyl)-1H-1,2,3-triazol-4-yl)methyl)-2-(1H-pyrazol-4-yl)-6-(trifluoromethyl)pyridin-4-amine FC1=C(OC2=CC=C(C=C2)N2N=NC(=C2)CNC2=CC(=NC(=C2)C(F)(F)F)C=2C=NNC2)C=CC=C1